BrC=1C(=C(N)C(=CC1)[N+](=O)[O-])OCC 3-Bromo-2-ethoxy-6-nitroaniline